C(OC(C=1OC(OC1C)=O)C[C@@]1(O[C@H](C[C@@H]1O)N1C2=NC(=NC(=C2N=C1)N)F)C#C)([O-])=O ((2R,3S,5R)-5-(6-amino-2-fluoro-9H-purin-9-yl)-2-ethynyl-3-hydroxytetrahydrofuran-2-yl)methyl((5-methyl-2-oxo-1,3-dioxol-4-yl)methyl) carbonate